1,3-Bis(3-(1H-imidazol-1-yl)propyl)biuret N1(C=NC=C1)CCCNC(=O)N(C(=O)N)CCCN1C=NC=C1